C(C)(=O)C1=NN(C2=CC=C(C=C12)C=1C=NC(=NC1)C)CC(=O)N1[C@@H](C[C@H](C1)F)C(=O)NC=1C(=C(C=CC1)C1=C(C=CC(=C1)S(N)(=O)=O)Cl)F (2S,4R)-1-(2-(3-acetyl-5-(2-methylpyrimidin-5-yl)-1H-indazol-1-yl)acetyl)-N-(2'-chloro-2-fluoro-5'-sulfamoyl-[1,1'-biphenyl]-3-yl)-4-fluoropyrrolidine-2-carboxamide